(4S,7S,10aS)-7-((tert-butoxycarbonyl)amino)-6-oxodecahydropyrido[1,2-a]azepine-4-carboxylic acid C(C)(C)(C)OC(=O)N[C@H]1CCC[C@@H]2N(C1=O)[C@@H](CCC2)C(=O)O